2,4-dichloro-6-isopropyl-1,3,5-triazine ClC1=NC(=NC(=N1)Cl)C(C)C